O1C2=C(OC(C1([2H])[2H])([2H])[2H])C=C(C=C2)OC2CCN(CC2)C2=NC=1N(C(=C2C)C)C(N(N1)C([2H])([2H])[2H])=O 7-(4-((2,3-dihydrobenzo[b][1,4]dioxin-6-yl-2,2,3,3-d4)oxy)piperidin-1-yl)-5,6-dimethyl-2-(methyl-d3)-[1,2,4]triazolo[4,3-a]pyrimidin-3(2H)-one